N-{5-[2-(2,6-dichlorophenyl)acetylamino]pyridazin-3-yl}-N-(3-fluorophenyl)acetamide ClC1=C(C(=CC=C1)Cl)CC(=O)NC=1C=C(N=NC1)N(C(C)=O)C1=CC(=CC=C1)F